(4-(2,4-Dimethoxybenzylamino)-2-(2-fluorobenzyl)pyrazolo[1,5-a]pyrazin-6-yl)benzonitrile COC1=C(CNC=2C=3N(C=C(N2)C2=C(C#N)C=CC=C2)N=C(C3)CC3=C(C=CC=C3)F)C=CC(=C1)OC